OC1=C(C=C(C=C1C)CC1=C(C(=C(C(=C1)CC1=CC(=C(C(=C1)C)O)C)O)O)O)C 4,6-bis[(4-hydroxy-3,5-dimethylphenyl)methyl]-1,2,3-benzenetriol